[51V] The molecule is the stable isotope of vanadium with relative atomic mass 50.943964, 99.8 atom percent natural abundance and nuclear spin 7/2.